(pyridin-2-yl)pyridin-2-thioamide acetate C(C)(=O)O.N1=C(C=CC=C1)C=1C(=NC=CC1)C(N)=S